C1(=CC=CC=C1)CC1=CC=CC=C1 Bis(phenyl)methan